2-(4-cyclopropyl-6-methoxypyrimidin-5-yl)-5-fluoro-9-(4-(1-isopropyl-4-(trifluoromethyl)-1H-imidazol-2-yl)benzyl)-9H-pyrimido[4,5-b]indole C1(CC1)C1=NC=NC(=C1C=1N=CC2=C(N(C3=CC=CC(=C23)F)CC2=CC=C(C=C2)C=2N(C=C(N2)C(F)(F)F)C(C)C)N1)OC